[P].C(C1=CC=CC=C1)(=O)C1=CC=CC=C1 benzophenone phosphorus